(S)-2'-chloro-N-(5-((5,5-dimethyl-1,4-dioxane-2-yl)methoxy)-1,3,4-thiadiazol-2-yl)-5'-methoxy-6-methyl-(4,4'-bipyridine)-3-carboxamide ClC1=NC=C(C(=C1)C1=C(C=NC(=C1)C)C(=O)NC=1SC(=NN1)OC[C@H]1OCC(OC1)(C)C)OC